((5-(3-bromo-2,4-difluorophenoxy)-3,3-difluoro-2-(4-fluorophenyl)pentan-2-yl)oxy)triethylsilane BrC=1C(=C(OCCC(C(C)(C2=CC=C(C=C2)F)O[Si](CC)(CC)CC)(F)F)C=CC1F)F